S1C(=NC2=C1C=CC=C2)C2=NC1=C(C=C(C=C1C(=C2)C(=O)O)C)C 2-(1,3-benzothiazol-2-yl)-6,8-dimethylquinoline-4-carboxylic acid